methyl-4-(7-(4-(piperidin-1-yl)butanamido)benzo[d]imidazo[2,1-b]thiazol-2-yl)benzamide CC1=C(C(=O)N)C=CC(=C1)C=1N=C2SC3=C(N2C1)C=CC(=C3)NC(CCCN3CCCCC3)=O